C(C1=CC=CC=C1)N1N=C(N=C1)C(=O)NC1C(N(C=2N(CC1)N=C(C2)C=O)C)=O 1-benzyl-N-(2-formyl-4-methyl-5-oxo-5,6,7,8-tetrahydro-4H-pyrazolo[1,5-a][1,3]diazepin-6-yl)-1H-1,2,4-triazole-3-carboxamide